3,5-diethyl 2,6-dimethyl-1,4-dihydropyridine-3,4,5-tricarboxylate CC=1NC(=C(C(C1C(=O)OCC)C(=O)[O-])C(=O)OCC)C